C(C)(C)OC1=CC(=NC=C1)C1=NN=C(S1)NC1=NC=CC=C1C 5-(4-isopropoxypyridin-2-yl)-N-(3-methylpyridin-2-yl)-1,3,4-thiadiazol-2-amine